6-bromo-3-chloro-N-(1-(4-cyclopropylphenyl)ethyl)-2-nitroaniline BrC1=CC=C(C(=C1NC(C)C1=CC=C(C=C1)C1CC1)[N+](=O)[O-])Cl